4-(1-(2-acryloyl-2-azaspiro[3.3]heptan-6-yl)-4-(5-chloro-6-methyl-1H-indazol-4-yl)-5-methyl-1H-pyrazol-3-yl)-N-(2-methoxyethyl)-N-methylbenzamide C(C=C)(=O)N1CC2(C1)CC(C2)N2N=C(C(=C2C)C2=C1C=NNC1=CC(=C2Cl)C)C2=CC=C(C(=O)N(C)CCOC)C=C2